CN(C/C=C/C(=O)N(C)C1=C2CN(CC2=CC=C1)C(C1=CC(=C(C=C1)O)C(F)(F)F)=O)C (E)-4-(Dimethylamino)-N-(2-(4-hydroxy-3-(trifluoromethyl)benzoyl)isoindolin-4-yl)-N-methylbut-2-enamide